C(C)OC(NSCNC1=NC=CC=C1)=O N-(2-Pyridylaminomethylthio)carbamic acid ethyl ester